(7R,14R)-1-(difluoromethoxy)-6-(methyl-d3)-11-(pent-1-yn-1-yl)-6,7-dihydro-7,14-methanobenzo[f]benzo[4,5]imidazo[1,2-a][1,4]diazocin-5(14H)-one FC(OC1=CC=CC=2C(N([C@H]3C=4N([C@@H](C21)C3)C3=C(N4)C=CC(=C3)C#CCCC)C([2H])([2H])[2H])=O)F